N-(5-(2,3-dihydro-[1,4]dioxino[2,3-b]pyridin-6-yl)-4-((4-methoxy-6-(methylsulfonyl)pyridin-2-yl)amino)pyridin-2-yl)acetamide O1CCOC2=NC(=CC=C21)C=2C(=CC(=NC2)NC(C)=O)NC2=NC(=CC(=C2)OC)S(=O)(=O)C